[Cl-].C(CCC)O[C@@H]([C@H]([C@@H]([C@@H](C[S@+]1[C@@H]([C@H]([C@@H](C1)O)O)CO)O)O)O)[C@H](CO)OCCCC (1R,2R,3S,4S)-1-((2S,3S,4S,5S,6S)-5,6-dibutoxy-2,3,4,7-tetrahydroxyheptyl)-3,4-dihydroxy-2-(hydroxymethyl)tetrahydro-1H-thiophen-1-ium chloride